4-(1H-benzo[d]imidazol-2-yl)-4,5,6,7-tetrahydro-1H-imidazo[4,5-c]pyridine N1C(=NC2=C1C=CC=C2)C2NCCC1=C2N=CN1